tert-butyl (2-(4-((6-chloro-3-cyano-5-ethylpyrazin-2-yl)amino)pyridin-2-yl)ethyl)carbamate ClC1=C(N=C(C(=N1)NC1=CC(=NC=C1)CCNC(OC(C)(C)C)=O)C#N)CC